sodium bis(difluorosulfimide) FS(=N)F.FS(=N)F.[Na]